C(C)OC1=C(O[C@H]2CN(CCC2)C2=CN=CC(=N2)NC2=NC=CC(=N2)N2CCCCC2)C=CC=C1 (R)-1-(2-((6-(3-(2-Ethoxyphenoxy)piperidin-1-yl)pyrazin-2-yl)amino)pyrimidin-4-yl)piperidin